CSCCOCCOCCOCCS=C(CCS)O.CSCCOCCOCCOCCSC(CCS)=O 3-mercaptothiopropionic acid-S-5,8,11-trioxa-2-thiatridecan-13-yl ester (S-5,8,11-trioxa-2-THIATRIDECAN-13-yl 3-mercaptopropanethioate)